C(C)(C)(C)OC(NS(NCC1=CC=C(C=C1)C1=NN(C(C2=CC=CC=C12)=O)C(C)C)(=O)=O)=O (4-(3-isopropyl-4-oxo-3,4-dihydro-phthalazin-1-yl)benzyl)sulfamoyl-carbamic acid tert-butyl ester